Diethylmalonate C(C)C(C(=O)[O-])(C(=O)[O-])CC